C(CCCCCCCCCCCCCCCCC)OOOCCCCCCCCCCCCCCCCCC stearoxy ether